2-propynyl 2-(diethylphosphoryl)acetate C(C)P(=O)(CC)CC(=O)OCC#C